tert-butyl (2R,5S)-2-acetyl-5-[[2-(4-chloro-3-fluoro-phenoxy) acetyl]amino]piperidine-1-carboxylate C(C)(=O)[C@@H]1N(C[C@H](CC1)NC(COC1=CC(=C(C=C1)Cl)F)=O)C(=O)OC(C)(C)C